COC=1C=C(C=C(C1)OC)NC(=O)C=1C(=NN(C1\C=C\C1=CC=CC=C1)C1=CC=CC=C1)C1=CC=CC=C1 (E)-N-(3,5-dimethoxyphenyl)-1,3-diphenyl-5-styryl-1H-pyrazole-4-carboxamide